N1C=C(C2=CC=CC=C12)CCC=1SC=2N=C(N=C(C2N1)N)C1=CC=C(C=C1)F (2-(1H-indol-3-yl)ethyl)-5-(4-fluorophenyl)thiazolo[5,4-d]pyrimidin-7-amine